5-Methoxy-N-(1-(2-methoxyethyl)-1H-indazol-3-yl)-N,2,2-trimethyl-2H-chromene-6-carboxamide COC1=C2C=CC(OC2=CC=C1C(=O)N(C)C1=NN(C2=CC=CC=C12)CCOC)(C)C